(5-(2-methyl-6,7-dihydrooxazolo[4,5-c]pyridin-5(4H)-yl)naphthalen-2-yl)(piperidin-1-yl)methanone CC=1OC2=C(CN(CC2)C2=C3C=CC(=CC3=CC=C2)C(=O)N2CCCCC2)N1